C(#N)C1(CC(C1)O)C(=O)NC=1C=CC(=NC1)C=1N=NN(C1NC(O[C@H](C)C=1C(=NC=CC1)Cl)=O)C (R)-1-(2-chloropyridin-3-yl)ethyl (4-(5-(1-cyano-3-hydroxycyclobutane-1-carboxamido)pyridin-2-yl)-1-methyl-1H-1,2,3-triazol-5-yl)carbamate